(1-Propyl-5-(4-(5-(trifluoromethyl)-1,2,4-oxadiazol-3-yl)pyridin-2-yl)-1H-pyrrolo[2,3-c]pyridin-3-yl)methanol C(CC)N1C=C(C=2C1=CN=C(C2)C2=NC=CC(=C2)C2=NOC(=N2)C(F)(F)F)CO